trans-3-Amino-5-(4-hydroxycyclohexyl)-8-((4-methylpiperazin-1-yl)methyl)pyrimido[4,5-c]isoquinolin-6(5H)-one NC=1N=CC2=C(N(C(C=3C=C(C=CC23)CN2CCN(CC2)C)=O)[C@@H]2CC[C@H](CC2)O)N1